4-(1,1-dioxidotetrahydro-2H-thiopyran-4-yl)benzoic acid O=S1(CCC(CC1)C1=CC=C(C(=O)O)C=C1)=O